ClC(OC1=CC=CC=C1)(Cl)Cl trichloroanisol